N-tert-butyl-2,2-diphenylvinyl-[1,1'-biphenyl]-2-carboxamide C(C)(C)(C)NC(=O)C=1C(=CC=CC1C=C(C1=CC=CC=C1)C1=CC=CC=C1)C1=CC=CC=C1